(4-(2-hydroxyethyl)-piperazin-1-yl)Ethane-1-sulfonic acid OCCN1CCN(CC1)C(C)S(=O)(=O)O